(S)-2-(6-(3-fluoropyrrolidin-1-yl)pyridin-3-yl)-5-(thiazol-5-yl)-4,5-dihydro-6H-imidazo[1,5-b]pyrazol-6-one F[C@@H]1CN(CC1)C1=CC=C(C=N1)C=1C=C2N(N1)C(N(C2)C2=CN=CS2)=O